tert-butyl 8-(4-methyl-3-((1-(1-methyl-2-oxo-1,2-dihydrobenzo[cd]indol-6-yl) cyclopropyl) carbamoyl) phenyl)-3,8-diazabicyclo[3.2.1]octane-3-carboxylate CC1=C(C=C(C=C1)N1C2CN(CC1CC2)C(=O)OC(C)(C)C)C(NC2(CC2)C=2C=1C3=C(C(N(C3=CC2)C)=O)C=CC1)=O